ClC1=C(C=C(C=C1)F)[C@H]1[C@@H](CCC[C@@H]1O)NC(C1=CC(=CC(=C1)C(F)(F)F)F)=O N-[(1R,2S,3S)-2-(2-chloro-5-fluorophenyl)-3-hydroxycyclohexyl]-3-fluoro-5-(trifluoromethyl)benzamide